FCC1=CC(=NC(=N1)S(=O)(=O)C)C=1C=CC(N(C1)CC1=CC(=C(C=C1)OC)OC)=O 5-(6-(fluoromethyl)-2-(methylsulfonyl)pyrimidin-4-yl)-1-(3,4-dimethoxybenzyl)pyridin-2(1H)-one